3-cyano-2,4-bis(((trifluoromethyl)sulfonyl)oxy)-5,8-dihydro-1,7-naphthyridine-7(6H)-carboxylic acid benzyl ester C(C1=CC=CC=C1)OC(=O)N1CCC=2C(=C(C(=NC2C1)OS(=O)(=O)C(F)(F)F)C#N)OS(=O)(=O)C(F)(F)F